(3-O-(R-3-hydroxymyristoyl))-glucosamine O[C@@H](CC(=O)O[C@@H]1[C@H](C(O)O[C@@H]([C@H]1O)CO)N)CCCCCCCCCCC